FC=1C=C2C(=NN=C(C2=CC1)C1=C(C=C(C=C1)C)O)N[C@H]1CNCCC1 (R)-2-(6-fluoro-4-(piperidin-3-ylamino)phthalazin-1-yl)-5-methylphenol